ClC=1C=CC2=C(N(CC(O2)C(=O)NC23CC(C2)(C3)NC(COC3=CC(=C(C=C3)Cl)F)=O)S(=O)(=O)C)C1 6-chloro-N-{3-[2-(4-chloro-3-fluorophenoxy)acetamido]bicyclo[1.1.1]pent-1-yl}-4-(methanesulfonyl)-3,4-dihydro-2H-1,4-benzoxazine-2-carboxamide